tridecyl 3-mercaptopropionate SCCC(=O)OCCCCCCCCCCCCC